azido-3-hydroxy-3-(thiazol-5-yl)propionic acid ethyl ester sodium [Na].C(C)OC(C(C(C1=CN=CS1)O)N=[N+]=[N-])=O